Cl.C(C1=CC=CC=C1)C1=CC2=C(C=N1)C(CN2C(CN2[C@H](CN[C@@H](C2)C)CF)=O)(C)C 1-{6-Benzyl-3,3-dimethyl-1H,2H,3H-pyrrolo[3,2-c]pyridin-1-yl}-2-[(2R,5R)-2-(fluoromethyl)-5-methylpiperazin-1-yl]ethan-1-one hydrochloride